O=C1NC(CCC1N1C(N(C2=C1C=CC(=C2)C=2CN(CCC2)C(=O)OC(C)(C)C)C)=O)=O Tert-butyl 3-[1-(2,6-dioxopiperidin-3-yl)-3-methyl-2-oxo-1,3-benzodiazol-5-yl]-5,6-dihydro-2H-pyridine-1-carboxylate